bis(2,3,4,5,6-pentafluorophenyl)boronic acid FC1=C(C(=C(C(=C1F)F)F)F)OBOC1=C(C(=C(C(=C1F)F)F)F)F